N1=C(C=CC=C1)SS[C@@H]1[C@H](CC2=CC=CC=C2C1)O |r| trans-(2SR,3SR)-3-(pyridin-2-yldithio)-1,2,3,4-tetrahydronaphthalen-2-ol